C(C1=CC=CC=C1)=C(C(=O)[O-])C(=O)[O-] Benzalmalonat